FC1=C2C(=C(NC2=C(C=C1)F)C1=CC=C(C=C1)F)C=O 4,7-DIFLUORO-2-(4-FLUOROPHENYL)-1H-INDOLE-3-CARBOXALDEHYDE